C(C)C1(NC(N(C(C1)=O)[C@@H]1CC2(COC2)OC2=CC=C(C=C12)C(=O)N[C@H]1[C@@H](CC2=CC=CC=C12)O)=N)CC (R)-4-(4,4-diethyl-2-imino-6-oxotetrahydropyrimidin-1(2H)-yl)-N-((1R,2R)-2-hydroxy-2,3-dihydro-1H-inden-1-yl)spiro[chromane-2,3'-oxetane]-6-carboxamide